C(#N)C=1C=CC(=C(C1)N1C[C@@H](CCC1)C(=O)O)[N+](=O)[O-] (R)-1-(5-CYANO-2-NITROPHENYL)PIPERIDINE-3-CARBOXYLIC ACID